2-((2S,3R)-3-amino-2-(1-(m-tolyl)-1H-imidazol-2-yl)pyrrolidin-1-yl)-6-methyl-4-(trifluoromethyl)nicotinonitrile N[C@H]1[C@H](N(CC1)C1=C(C#N)C(=CC(=N1)C)C(F)(F)F)C=1N(C=CN1)C=1C=C(C=CC1)C